(S)-(1-(3-bromo-5-fluorophenyl)but-3-en-1-yl)carbamic acid tert-butyl ester C(C)(C)(C)OC(N[C@@H](CC=C)C1=CC(=CC(=C1)F)Br)=O